1-(tert-Butoxycarbonyl)-5,6-dichloro-2-((methyl(phenyl)amino)methyl)indoline-3-carboxylic acid C(C)(C)(C)OC(=O)N1C(C(C2=CC(=C(C=C12)Cl)Cl)C(=O)O)CN(C1=CC=CC=C1)C